ClC1=CC=CC=2C3=C(OC21)C(=CC=2C=CC=CC23)C2=CC=CC=C2 8-chloro-6-phenylnaphtho[2,1-b]benzofuran